(3R)-1-[2-[2-[2-(8-chloro-4-oxo-chromen-2-yl)-5-methoxy-4-methyl-phenoxy]ethoxy]ethyl]pyrrolidine-3-carboxylic acid ClC=1C=CC=C2C(C=C(OC12)C1=C(OCCOCCN2C[C@@H](CC2)C(=O)O)C=C(C(=C1)C)OC)=O